tert-butyl ((3-bromo-6-methylpyridin-2-yl)methyl)carbamate BrC=1C(=NC(=CC1)C)CNC(OC(C)(C)C)=O